dichloro(o-isopropoxyphenylmethylene)(tricyclohexylphosphino)ruthenium (II) Cl[Ru-3](P(C1CCCCC1)(C1CCCCC1)C1CCCCC1)(=CC1=C(C=CC=C1)OC(C)C)Cl